BrC=1C=NC(=NC1)C(=O)NC1C(C(C1(C)C)OC1=CC(=C(C=C1)C#N)Cl)(C)C 5-bromo-N-[3-(3-chloro-4-cyano-phenoxy)-2,2,4,4-tetramethyl-cyclobutyl]pyrimidine-2-carboxamide